COC(=O)[C@@H]1CN(C[C@H]1C=1SC=CC1)CC1=CC=CC=C1 |r| (±)-trans-1-benzyl-4-(thiophene-2-yl)pyrrolidine-3-carboxylic acid methyl ester